N1-ethyl-N3-methyl-N3-((1-((2-(trimethylsilyl)ethoxy)methyl)-1H-imidazol-4-yl)methyl)benzene-1,3-diamine C(C)NC1=CC(=CC=C1)N(CC=1N=CN(C1)COCC[Si](C)(C)C)C